CC(=O)C1=CC(=C(C(=C1)Cl)N)Cl 4-amino-3,5-dichloroacetophenone